3-methoxy-4-{[3-(4-{[(1R,4R)-4-(pyrrolidin-1-yl)cyclohexyl]amino}-1-(2,2,2-trifluoroethyl)-1H-indol-2-yl)prop-2-yn-1-yl]amino}benzene-1-sulfonamide COC=1C=C(C=CC1NCC#CC=1N(C2=CC=CC(=C2C1)NC1CCC(CC1)N1CCCC1)CC(F)(F)F)S(=O)(=O)N